ethyl-dichlorophosphite C(C)OP(Cl)Cl